3-cyclopropyl-1,8-dimethyl-5-[[(1R)-1-[3-(1,1-difluoro-2-hydroxy-ethyl)-2-methyl-phenyl]ethyl]amino]imidazo[4,5-g]phthalazin-2-one C1(CC1)N1C(N(C2=CC=3C(=NN=C(C3C=C21)N[C@H](C)C2=C(C(=CC=C2)C(CO)(F)F)C)C)C)=O